3-(1,3-dimethylindazol-6-yl)-5-(4-piperidinyl)-1,2,4-oxadiazole hydrochloride Cl.CN1N=C(C2=CC=C(C=C12)C1=NOC(=N1)C1CCNCC1)C